FC(S(=O)(=O)C1=NC=CC=C1)I 2-((fluoroiodomethyl)sulfonyl)pyridine